N[C@@H](C(=O)O)C(C)(C)S(=O)OCC (2S)-2-amino-3-ethoxysulfinyl-3-methyl-butyric acid